tetraphenyl-tetrabenzoporphyrin palladium [Pd].C1(=CC=CC=C1)C=1C=2C3=C(C(=C(C4=C5C(=C(C(=C6C7=C(C(C(=C8C9=C(C1N8)C=CC=C9)C9=CC=CC=C9)=N6)C=CC=C7)C7=CC=CC=C7)N4)C=CC=C5)C5=CC=CC=C5)N2)C=CC=C3